C(#N)CCC1N(CCNC1)C(=O)O 2-(cyanoethyl)piperazine-1-carboxylic acid